N-(3-(phenanthr-9-yl)phenyl)-[1,1'-biphenyl]-4-amine C1=CC=CC=2C3=CC=CC=C3C(=CC12)C=1C=C(C=CC1)NC1=CC=C(C=C1)C1=CC=CC=C1